5-(tert-butyl)-N-(4-(6-(methoxymethyl)pyrrolo[2,1-f][1,2,4]triazin-4-yl)-2-methylbenzyl)-1,2,4-oxadiazole-3-carboxamide hydrochloride Cl.C(C)(C)(C)C1=NC(=NO1)C(=O)NCC1=C(C=C(C=C1)C1=NC=NN2C1=CC(=C2)COC)C